C(C)(C)O[C@@H]1C[C@H](N(C1)C(=O)OC(C)(C)C)C(=O)OC 1-tert-butyl 2-methyl (2S,4R)-4-isopropoxypyrrolidine-1,2-dicarboxylate